C(C)OC1=C(C=C2C(CN(C(C2=C1)CCC1=CNC2=CC=C(C=C12)OC)C(=O)N1CCOCC1)C)OC (7-ethoxy-6-methoxy-1-(2-(5-methoxy-1H-indol-3-yl)ethyl)-4-methyl-3,4-dihydroisoquinolin-2(1H)-yl)(morpholinyl)methanone